4-[1-(propan-2-yl)-1H-1,2,3-benzotriazol-5-yl]-5-oxa-10-thia-3-azatricyclo[7.3.0.02,6]dodeca-1(9),2(6),3,7,11-pentaene CC(C)N1N=NC2=C1C=CC(=C2)C2=NC=1C=3C=CSC3C=CC1O2